N-[(2Z)-3-(benzenesulfonyl)prop-2-en-1-yl]-2-oxo-1,2,5,6,7,8-hexahydroquinoline-3-carboxamide C1(=CC=CC=C1)S(=O)(=O)\C=C/CNC(=O)C=1C(NC=2CCCCC2C1)=O